C(#N)C1=C(C=CC=C1OC)C1=CN(C2=NC=CC(=C21)OC2=C(C=C(C=C2F)NC(=O)N[C@H](C)C2COC2)F)COCC[Si](C)(C)C |r| (+/-)-N-(4-{[3-(2-cyano-3-methoxyphenyl)-1-{[2-(trimethylsilyl)ethoxy]methyl}-1H-pyrrolo[2,3-b]pyridin-4-yl]oxy}-3,5-difluorophenyl)-N'-[1-(oxetan-3-yl)ethyl]urea